FC1=C(C(=CC(=C1)C(C)C)F)N1N=CC=C1 1-(2,6-difluoro-4-isopropyl-phenyl)pyrazol